2-(3,5-dichloro-4-((2-(3-fluorobenzyl)-1-oxo-1,2,3,4-tetrahydroisoquinolin-6-yl)oxy)phenyl)-1,2,4-triazine-3,5(2H,4H)-dione ClC=1C=C(C=C(C1OC=1C=C2CCN(C(C2=CC1)=O)CC1=CC(=CC=C1)F)Cl)N1N=CC(NC1=O)=O